6-benzyl-5-hydroxy-8-methyl-1,3-bis(3-methylphenyl)pyrido[2,3-d]pyrimidine-2,4,7(1H,3H,8H)-trione C(C1=CC=CC=C1)C1=C(C2=C(N(C(N(C2=O)C2=CC(=CC=C2)C)=O)C2=CC(=CC=C2)C)N(C1=O)C)O